1-(4-methoxybenzyl)-8-(1-methyl-1H-pyrazol-3-yl)-4-(5-methyloxazol-2-yl)-1,3-dihydro-2H-benzo[b]azepin-2-one COC1=CC=C(CN2C3=C(C=C(CC2=O)C=2OC(=CN2)C)C=CC(=C3)C3=NN(C=C3)C)C=C1